(2-formyl-5-((3'-(5-((3-hydroxypyrrolidin-1-yl)methyl)-1,2,4-oxadiazol-3-yl)-2,2'-dimethyl-[1,1'-biphenyl]-3-yl)methoxy)-4-nitrophenoxy)methylbenzonitrile C(=O)C1=C(OCC2=C(C#N)C=CC=C2)C=C(C(=C1)[N+](=O)[O-])OCC=1C(=C(C=CC1)C1=C(C(=CC=C1)C1=NOC(=N1)CN1CC(CC1)O)C)C